C(C)OCCCC 1-(1-ethoxy)-butane